(R)-2-((1-(2-(4-acetylpiperazin-1-yl)-3,6-dimethyl-4-oxo-3,4-dihydroquinazolin-8-yl)ethyl)amino)benzoic acid C(C)(=O)N1CCN(CC1)C1=NC2=C(C=C(C=C2C(N1C)=O)C)[C@@H](C)NC1=C(C(=O)O)C=CC=C1